aminocarboxyl-cholesterol NC(C(C)CCC[C@@H](C)[C@H]1CC[C@H]2[C@@H]3CC=C4C[C@@H](O)CC[C@]4(C)[C@H]3CC[C@]12C)C(=O)O